COC(=O)C=1C(N(C2=NC(=CC=C2C1N)C(F)(F)F)C1=NC=C(C=C1)C)=O 4-Amino-1-(5-methylpyridin-2-yl)-2-oxo-7-(trifluoromethyl)-1,2-dihydro-1,8-naphthyridine-3-carboxylic acid methyl ester